BrC1=NN(C2=C1C=NC(=C2)CC(=O)N)C2=NC(=NC(=C2)CC)C(C)(F)F (3-bromo-1-(2-(1,1-difluoroethyl)-6-ethylpyrimidin-4-yl)-1H-pyrazolo[4,3-c]pyridin-6-yl)acetamide